S(=O)(=O)(ON1[C@@H]2CC[C@H](N(C1=O)C2)C(NC(CCN)=O)=N)[O-].[Na+] Sodium (2S,5R)-2-(N-(3-aminopropanoyl)carbamimidoyl)-7-oxo-1,6-diazabicyclo[3.2.1]octan-6-yl Sulfate